3-(1,4-dimethyl-1H-imidazol-5-yl)-1,2,4-thiadiazol-5-amine CN1C=NC(=C1C1=NSC(=N1)N)C